N-[(1S,2S)-2-[(4-fluorophenoxy)methyl]cyclopentyl]-2-(triazol-2-yl)benzamide FC1=CC=C(OC[C@@H]2[C@H](CCC2)NC(C2=C(C=CC=C2)N2N=CC=N2)=O)C=C1